FC(C1=CC=C(C=C1)N1C(N([C@@H](C1)C#N)C1=CN=CC2=CC=CC=C12)=O)F (S)-1-(4-(difluoromethyl)phenyl)-3-(isoquinolin-4-yl)-2-oxoimidazolidine-4-carbonitrile